NC1=CC=C(C=N1)OB(O)O (6-aminopyridin-3-yl)boric acid